[OH-].C(=C)C1=C(C=CC=C1)[N+](C)(C)C vinyl-phenyl-N,N,N-trimethyl-ammonium hydroxide